C[Si](C)(C)[N-][Si](C)(C)C.[Li+] lithium di(trimethylsilyl)amide